CC1=NC=C(N1C)C(=O)OCCCN1N=C(C=2C(NCC3(CCOCC3)CC21)=O)CC 3-(3-ethyl-4-oxo-spiro[6,8-dihydro-5H-pyrazolo[4,3-c]azepine-7,4'-tetrahydropyran]-1-yl)propyl 2,3-dimethylimidazole-4-carboxylate